CCCCC/C=C/C=O (2E)-Octenal